tetradecyl-naphthalene sodium [Na].C(CCCCCCCCCCCCC)C1=CC=CC2=CC=CC=C12